tert-butyl N-[[2-methyl-4-[6-[(2S)-2-hydroxy-3-trityloxy-propoxy]pyrrolo[2,1-f][1,2,4]triazin-4-yl]phenyl]methyl]carbamate CC1=C(C=CC(=C1)C1=NC=NN2C1=CC(=C2)OC[C@H](COC(C2=CC=CC=C2)(C2=CC=CC=C2)C2=CC=CC=C2)O)CNC(OC(C)(C)C)=O